COC1=CC=2N(C=C1)C(=CN2)C2=CC=C(C=C2)[N+](=O)[O-] 7-methoxy-3-(4-nitrophenyl)imidazo[1,2-a]pyridine